CN1C(=NNC1=O)OC1=CC=CC=C1 4-methyl-3-phenoxy-1H-1,2,4-triazol-5(4H)-one